C=1(C=CCN2C=C3C=CC=CC3=CC21)C(=O)N pyrido[1,2-b]isoquinoline-1-carboxamide